1-(diphenylphosphoryl)-N-((1,2,3,5,6,7-hexahydro-s-indacen-4-yl)carbamoyl)methanesulfonamide C1(=CC=CC=C1)P(=O)(C1=CC=CC=C1)CS(=O)(=O)NC(NC1=C2CCCC2=CC=2CCCC12)=O